C(C)(C)(C)OC(=O)N[C@@H](C(=O)OC)CC1=CC=C(C=C1)[N+](=O)[O-] Methyl (R)-2-((tert-butoxycarbonyl)amino)-3-(4-nitrophenyl)propanoate